tris(2-naphthylphenyl-phenylamino)triphenylamine C1=C(C=CC2=CC=CC=C12)C1=C(C=CC=C1)N(C1=CC=CC=C1)C1=C(C(=C(C=C1)N(C1=CC=CC=C1)C1=CC=CC=C1)N(C1=CC=CC=C1)C1=C(C=CC=C1)C1=CC2=CC=CC=C2C=C1)N(C1=CC=CC=C1)C1=C(C=CC=C1)C1=CC2=CC=CC=C2C=C1